copper-nickel sulfide ammonium persulfate S(=O)(=O)([O-])OOS(=O)(=O)[O-].[NH4+].[Ni]=S.[Cu+2]